C(C)(C)(C)C=1C=C(C=C(C1)C(C)(OC)C)C(C)(C)OC 5-tertiary butyl-1,3-di(1-methyl-1-methoxyethyl)benzene